3-[3,5-difluoro-4-[4-(4-piperidylmethyl)piperazin-1-yl]phenoxy]piperidine-2,6-dione FC=1C=C(OC2C(NC(CC2)=O)=O)C=C(C1N1CCN(CC1)CC1CCNCC1)F